N1N=NC2=C1C=CC(=C2)NC2=NC=CC(=N2)NC2=NC(=NC=C2)C2=NC(=CC=C2)C N2-(1H-benzotriazol-5-yl)-N4-[2-(6-methyl-2-pyridyl)pyrimidin-4-yl]pyrimidine-2,4-diamine